methyl 5-methyl-3-(piperidin-4-ylmethoxy)thiophene-2-carboxylate CC1=CC(=C(S1)C(=O)OC)OCC1CCNCC1